Lactose octaisobutyrate C(C(C)C)(=O)OC1[C@H](OC(C(C)C)=O)[C@@H](OC(C(C)C)=O)[C@H](O[C@H]2[C@H](OC(C(C)C)=O)[C@@H](OC(C(C)C)=O)[C@@H](OC(C(C)C)=O)[C@H](O2)COC(C(C)C)=O)[C@H](O1)COC(C(C)C)=O